ClC1=C(C=CC=C1)[C@H](CN1N=CN=N1)OC(=O)NC(C(=O)OC)O Methyl 2-((((R)-1-(2-chlorophenyl)-2-(2H-tetrazol-2-yl) ethoxy) carbonyl) amino)-2-hydroxyacetate